CNC1=NC2=C(C(=O)N1)N=CN2[C@H]3[C@@H]([C@@H]([C@H](O3)CO)O)O The molecule is guanosine with the hydrogen on the amine at position N-2 substituted with a methyl group. It has a role as a metabolite.